(7R,8S)-7-((R)-5H-imidazo[5,1-a]isoindol-5-yl)-5,6,7,8-tetrahydroquinolin-8-ol C=1N=CN2C1C1=CC=CC=C1[C@H]2[C@H]2CCC=1C=CC=NC1[C@H]2O